1,3-dioxo-1H-benzo[de]isoquinolin-2(3H)-yl 2-(bicyclo[2.2.1]heptan-2-yl)-1,1,2,2-tetrafluoroethanesulfonate C12C(CC(CC1)C2)C(C(S(=O)(=O)ON2C(C1=CC=CC=3C1=C(C2=O)C=CC3)=O)(F)F)(F)F